(5-amino-5-(1-(1-((4-chlorobenzyl)amino)-3-methyl-1-oxobutan-2-yl)-1H-tetrazol-5-yl)pentyl)boronic acid hydrochloride Cl.NC(CCCCB(O)O)C1=NN=NN1C(C(=O)NCC1=CC=C(C=C1)Cl)C(C)C